tert-butyl N-tert-butoxycarbonyl-N-[2-[2-[2-[2-[2-[2-(2-oxoethoxy)ethoxy]ethoxy]ethoxy]ethoxy]ethoxy]ethyl]carbamate C(C)(C)(C)OC(=O)N(C(OC(C)(C)C)=O)CCOCCOCCOCCOCCOCCOCC=O